(S)-2-(2,3,9-trimethyl-4-(3'-(pyrazolo[1,5-a]pyrimidine-3-carboxamido)-[1,1'-biphenyl]-4-yl)-6H-thieno[3,2-f][1,2,4]triazolo[4,3-a][1,4]diazepin-6-yl)ethyl methanesulfonate CS(=O)(=O)OCC[C@H]1C=2N(C3=C(C(=N1)C1=CC=C(C=C1)C1=CC(=CC=C1)NC(=O)C=1C=NN4C1N=CC=C4)C(=C(S3)C)C)C(=NN2)C